CC1(CCN(CC1)C1=CC=C(C=N1)N1N=NC2=C1C(=C(C(=C2)F)O)F)C 1-(6-(4,4-Dimethylpiperidin-1-yl)pyridin-3-yl)-5,7-difluoro-1H-benzo[d][1,2,3]triazol-6-ol